(methoxymethylene)hexahydroisobenzofuran COC=C1OCC2CCCC=C12